F[C@H]1C[C@H](N2N=C(N=C21)SC2CC(C2)=O)C2=CC=CC=C2 3-[[(5s,7s)-7-fluoro-5-phenyl-6,7-dihydro-5H-pyrrolo[1,2-b][1,2,4]triazol-2-yl]thio]cyclobutanone